I.FC1=C(C=CC=C1)CCN 2-fluorophenylethylamine hydroiodic acid salt